ClC=1C(=CC(=C(C1)S(=O)(=O)NC1=NC=NS1)F)NCCCCNCC[C@H]1NCCC1 5-chloro-2-fluoro-4-{[4-({2-[(2S)-pyrrolidin-2-yl]ethyl}-amino)butyl]amino}-N-1,2,4-thiadiazol-5-ylbenzene-sulfonamide